C(C)(C)(C)OC(NC1CCC(CC1)CCC#N)=O ((1r,4r)-4-(2-cyanoethyl)cyclohexyl)carbamic acid tert-butyl ester